C[C@H]1COC[C@H](N1C1=NC(=CC(=N1)NC(C1=C(C=C(C=C1)NS(=O)(=O)CCO)N1CCC2(CC2)CC1)=O)C)C N-(2-((3S,5R)-3,5-Dimethylmorpholino)-6-methylpyrimidin-4-yl)-4-((2-hydroxyethyl)sulfonamido)-2-(6-azaspiro[2.5]octan-6-yl)benzamide